7-((4-(3,3-difluoroazetidin-1-yl)-2-methylphenyl)amino)-2H-benzo[b][1,4]oxazin-3(4H)-one FC1(CN(C1)C1=CC(=C(C=C1)NC=1C=CC2=C(OCC(N2)=O)C1)C)F